IC1=NN(C2=CC=C(C=C12)OC(C)C)COCC[Si](C)(C)C 2-[(3-iodo-5-isopropoxy-indazol-1-yl)methoxy]ethyl-trimethyl-silane